C(C)(C)(C)OC(=O)N1CC(CC1)(F)CBr 3-(bromomethyl)-3-fluoropyrrolidine-1-carboxylic acid tert-butyl ester